ClC1=CC=C2C(=C3N(C2=C1Cl)CC(CC3)NS(=O)(=O)CCNC(C)=O)C=3C=NN(C3)C3OCCCC3 N-(2-(N-(3,4-Dichloro-10-(1-(tetrahydro-2H-pyran-2-yl)-1H-pyrazol-4-yl)-6,7,8,9-tetrahydropyrido[1,2-a]indol-7-yl)sulfamoyl)ethyl)acetamide